tert-butyl (S)-2-((2-(6-chloro-8-fluoro-3-carbonyl-3,4-dihydro-2H-benzo[b][1,4]oxazine-7-yl)-5-methyl-1H-benzo[d]imidazol-1-yl)methyl)morpholine-4-carboxylate ClC1=CC2=C(OCC(N2)=C=O)C(=C1C1=NC2=C(N1C[C@H]1CN(CCO1)C(=O)OC(C)(C)C)C=CC(=C2)C)F